ClC(CC(C(=O)O)=O)(C1=CC=CC=C1)C1=CC=CC=C1 4-chloro-4,4-diphenyl-2-oxobutyric acid